2-bromo-3-(trifluoromethyl)pyridine BrC1=NC=CC=C1C(F)(F)F